COC=1C=C(C=CC1OCC1=CC=C(C=C1)OC)N(C1=C(C=2N=C(C=NC2C=C1)N1CCOCC1)C#N)C 6-((3-methoxy-4-((4-methoxybenzyl)oxy)phenyl)(methyl)amino)-3-morpholino-quinoxaline-5-carbonitrile